(1S)-5-[(1S)-2,2-difluoro-1-hydroxy-ethyl]-1-methyl-3,4-dihydro-1H-isoquinoline-2-carboxylic acid tert-butyl ester C(C)(C)(C)OC(=O)N1[C@H](C2=CC=CC(=C2CC1)[C@@H](C(F)F)O)C